COC(CP(C1=C(C=CC=C1)OC)C1=C(C=CC=C1)OC)(CP(C1=C(C=CC=C1)OC)C1=C(C=CC=C1)OC)OC 2,2-dimethoxy-1,3-bis[bis(2-methoxyphenyl)phosphino]propane